tert-Butyl (2S,4S)-2-(hydrazinecarbonyl)-4-phenylpyrrolidine-1-carboxylate N(N)C(=O)[C@H]1N(C[C@@H](C1)C1=CC=CC=C1)C(=O)OC(C)(C)C